3,3,3-trifluoro-N,N-dimethylpropanimidamide FC(CC(N(C)C)=N)(F)F